(((((1R,2S,5R)-2-carbamoyl-7-oxo-1,6-diazabicyclo[3.2.1]oct-6-yl) oxy) sulfonyl) oxy)-2,2-dimethylbutyrate C(N)(=O)[C@H]1N2C(N([C@H](CC1)C2)OS(=O)(=O)OC(C(C(=O)[O-])(C)C)C)=O